3,5-dibromo-benzoic acid BrC=1C=C(C(=O)O)C=C(C1)Br